(28S)-28-[4-(2,5-dioxo-2,5-dihydro-1H-pyrrol-1-yl)butyl]-26-oxo-2,5,8,11,14,17,20,23-octaoxa-27-azanonacosan-29-oic acid O=C1N(C(C=C1)=O)CCCC[C@H](NC(CCOCCOCCOCCOCCOCCOCCOCCOC)=O)C(=O)O